bis(3-(3,5-di-tert-butyl-4-hydroxyphenyl)propionyl)hexamethylenediamine C(C)(C)(C)C=1C=C(C=C(C1O)C(C)(C)C)CCC(=O)NCCCCCCNC(CCC1=CC(=C(C(=C1)C(C)(C)C)O)C(C)(C)C)=O